1-bromo-5-fluoro-2-iodo-3-methylbenzene BrC1=C(C(=CC(=C1)F)C)I